4-(N,N-dimethylsulfamoyl)-N-(3-fluoro-2-(4-(pyridin-2-yloxy)piperidin-1-yl)phenyl)-N-isopropylbenzamide CN(S(=O)(=O)C1=CC=C(C(=O)N(C(C)C)C2=C(C(=CC=C2)F)N2CCC(CC2)OC2=NC=CC=C2)C=C1)C